1-(difluoro(4-(4-fluoro-3-methylphenoxy)phenyl)methyl)bicyclo[1.1.1]pentane FC(C12CC(C1)C2)(C2=CC=C(C=C2)OC2=CC(=C(C=C2)F)C)F